behenyl-carbamyl-hydrazine C(CCCCCCCCCCCCCCCCCCCCC)N(N)C(N)=O